[OH+]1C=C1 oxirenium